(S)-2-(4-Phenoxyphenyl)-7-(1-(4-(pyrrolidin-1-yl)but-2-ynoyl)piperidin-4-yl)-4,5,6,7-tetrahydropyrazolo[1,5-a]pyrimidine-3-carboxamide O(C1=CC=CC=C1)C1=CC=C(C=C1)C1=NN2C(NCC[C@H]2C2CCN(CC2)C(C#CCN2CCCC2)=O)=C1C(=O)N